3-(2-(4-bromo-2-hydroxyphenyl)-2-oxoethyl)-3-hydroxy-1-(4-methylbenzyl)indol-2-one BrC1=CC(=C(C=C1)C(CC1(C(N(C2=CC=CC=C12)CC1=CC=C(C=C1)C)=O)O)=O)O